6-ethoxy-4-(5-(6-((5-fluoro-6-methoxypyridin-3-yl)methyl)-3,6-diazabicyclo[3.1.1]heptan-3-yl)pyrazin-2-yl)pyrazolo[1,5-a]pyridine-3-carbonitrile C(C)OC=1C=C(C=2N(C1)N=CC2C#N)C2=NC=C(N=C2)N2CC1N(C(C2)C1)CC=1C=NC(=C(C1)F)OC